ClC=1N=C(C2=C(N1)C=CO2)NC=2N=CN(C2)C2=CC(=C(C(=C2)OC)OC)OC 2-chloro-N-(1-(3,4,5-trimethoxyphenyl)-1H-imidazol-4-yl)furo[3,2-d]Pyrimidine-4-amine